6-bromo-3-fluoro-5-iodo-N,N-bis(4-methoxybenzyl)pyridin-2-amine BrC1=C(C=C(C(=N1)N(CC1=CC=C(C=C1)OC)CC1=CC=C(C=C1)OC)F)I